Ethyl 4-tetradecyloxy-3-methoxybenzoate C(CCCCCCCCCCCCC)OC1=C(C=C(C(=O)OCC)C=C1)OC